ClC1=C(C=C(C=C1)N1C(NCC1)=O)F 1-(4-chloro-3-fluorophenyl)imidazolidin-2-one